4-{2-Cyclopropyl-6-[6-({[(1-fluorocyclobutyl)methyl]amino}methyl)-1-oxo-3H-isoindol-2-yl]pyridin-4-yl}-3-(4-methyl-1,2,4-triazol-3-yl)benzonitrile C1(CC1)C1=NC(=CC(=C1)C1=C(C=C(C#N)C=C1)C1=NN=CN1C)N1C(C2=CC(=CC=C2C1)CNCC1(CCC1)F)=O